3-[7-(aminocarbonyl)-5-fluoro-2H-indazol-2-yl]-1-cyclobutylpiperidinium trifluoroacetate FC(C(=O)[O-])(F)F.NC(=O)C1=CC(=CC2=CN(N=C12)C1C[NH+](CCC1)C1CCC1)F